1-{2-fluoro-5-[(2R)-2-methylmorpholine-4-yl]-3-(propane-2-yl)phenyl}pyridine-2(1H)-one FC1=C(C=C(C=C1C(C)C)N1C[C@H](OCC1)C)N1C(C=CC=C1)=O